N-(5-((6,7-dimethoxyquinolin-4-yl)oxy)pyridin-2-yl)-4-oxo-1-(tetrahydro-2H-pyran-4-yl)-5-(p-tolyl)-1,4-dihydropyridine-3-carboxamide COC=1C=C2C(=CC=NC2=CC1OC)OC=1C=CC(=NC1)NC(=O)C1=CN(C=C(C1=O)C1=CC=C(C=C1)C)C1CCOCC1